C(C)(C)(C)OC(=O)N1CC2=CC(=CC=C2CC1)NC(C1=CC(=C(C=C1)C=1CCN(CC1)C(=O)OC(C)(C)C)F)=O 7-[4-(1-tert-butoxycarbonyl-1,2,3,6-tetrahydro-pyridin-4-yl)-3-fluoro-benzoylamino]-3,4-dihydro-1H-isoquinoline-2-carboxylic acid tert-butyl ester